6-amino-5-methylnicotinonitrile NC1=NC=C(C#N)C=C1C